2-[2,6-bis(oxo)piperidin-3-yl]-5-[2-[2-[[6-fluoro-5-[4-(6-methoxyimidazo[1,2-a]pyridin-2-yl)phenyl]pyridin-2-yl]amino]ethoxy]ethoxy]isoindole-1,3-dione O=C1NC(CCC1N1C(C2=CC=C(C=C2C1=O)OCCOCCNC1=NC(=C(C=C1)C1=CC=C(C=C1)C=1N=C2N(C=C(C=C2)OC)C1)F)=O)=O